6-(2-(4,4-difluoropiperidine-1-carbonyl)benzo[b]thiophen-7-yl)phthalazin-1(2H)-one FC1(CCN(CC1)C(=O)C1=CC2=C(S1)C(=CC=C2)C=2C=C1C=NNC(C1=CC2)=O)F